O=C1NC(CCC1N1C(C2=CC=C(C=C2C1=O)N1CCC2(CC(C2)O)CC1)=O)=O 2-(2,6-Dioxopiperidin-3-yl)-5-(2-hydroxy-7-azaspiro[3.5]nonan-7-yl)isoindoline-1,3-dione